2-octyldodecyl myristate (Octyldodecyl Myristate) C(CCCCCCC)C(C(=O)O)(CCCCCCCCCCCC)CCCCCCCCCCCC.C(CCCCCCCCCCCCC)(=O)OCC(CCCCCCCCCC)CCCCCCCC